benzyl 4-({[8-(tert-butoxy)-8-oxooctyl]oxy}methyl)-4-hydroxypiperidine-1-carboxylate C(C)(C)(C)OC(CCCCCCCOCC1(CCN(CC1)C(=O)OCC1=CC=CC=C1)O)=O